3-amino-2-(2-hydroxy-prop-2-yl)-6,7-dihydro-8H-pyrrolo[3,4-g]quinolin-8-one NC=1C(=NC2=CC3=C(C=C2C1)CNC3=O)C(C)(C)O